COC(=O)[C@H]1OC(O[C@@H]1C1=C(C=CC=C1)[N+](=O)[O-])C1=CC=CC=C1.NC1=CC(=NC(=N1)NC1=C(C=CC=C1)O)C(=O)N1CCN(CC1)C1=CC=CC=C1 (6-amino-2-((2-hydroxyphenyl)amino)pyrimidin-4-yl)(4-phenylpiperazin-1-yl)methanone (4S,5R)-methyl-5-(2-nitrophenyl)-2-phenyl-1,3-dioxolane-4-carboxylate